7-propynyloxy-3-cyanocoumarin C(#CC)OC1=CC=C2C=C(C(OC2=C1)=O)C#N